N-(2-hydroxyethyl)-N-2-propen-1-yl-2-propenamide OCCN(C(C=C)=O)CC=C